CCCCCCCCCC 1,8-dimethyloctane